N-(4-methoxycarbonylbenzyl)-4-methyl-3-(5-(1-(naphthalen-1-yl)ethyl)-1,2,4-oxadiazol-3-yl)aniline COC(=O)C1=CC=C(CNC2=CC(=C(C=C2)C)C2=NOC(=N2)C(C)C2=CC=CC3=CC=CC=C23)C=C1